N1(C=NC=C1)C1=CC(=CC(=N1)C(=O)NC1CCC(CC1)OCCOC)S(=O)(=O)C 6-(1H-imidazol-1-yl)-N-((1r,4r)-4-(2-methoxyethoxy)cyclohexyl)-4-(methylsulfonyl)picolinamide